C(C1=CC=CC=C1)SC=1C=C(C(=C(C1)F)Br)F 5-(Benzylsulfanyl)-2-bromo-1,3-difluorobenzene